m-Nitrobenzenesulfonic acid [N+](=O)([O-])C=1C=C(C=CC1)S(=O)(=O)O